CC(C(=O)[O-])(CCCC)NC(=O)C1(C(C=CC(=C1)SSN1CC=CC=C1)C)N1C(CCC1=O)=O α-methyl-α-(2-succinimidyl-4-(N-pyridyldithio)toluamido)hexanoate